N-(3-bromo-2-chlorophenyl)-1,3-dimethyl-2,4-dioxo-1,2,3,4-tetrahydropyrimidine-5-carboxamide BrC=1C(=C(C=CC1)NC(=O)C=1C(N(C(N(C1)C)=O)C)=O)Cl